3-(4-(carboxymethyl)piperazine-1-carboxamido)-2-(methylamino)propanoic acid C(=O)(O)CN1CCN(CC1)C(=O)NCC(C(=O)O)NC